2-((5-bromo-2-((4-((4-(3-(2,4-dioxotetrahydropyrimidin-1(2H)-yl)benzyl)piperazin-1-yl)sulfonyl)-2-methylphenyl)amino)pyrimidin-4-yl)amino)-6-fluorobenzamide BrC=1C(=NC(=NC1)NC1=C(C=C(C=C1)S(=O)(=O)N1CCN(CC1)CC1=CC(=CC=C1)N1C(NC(CC1)=O)=O)C)NC1=C(C(=O)N)C(=CC=C1)F